2-(1-(tert-butyl)-5-(1H-pyrrol-2-yl)-1H-pyrazol-3-yl)-5-chlorobenzo[d]oxazole C(C)(C)(C)N1N=C(C=C1C=1NC=CC1)C=1OC2=C(N1)C=C(C=C2)Cl